[Br-].[Br-].C1=CC=C[N+]2=C1C1=[N+](CC2)C2=C(S1)C=CC=C2 6,7-dihydrobenzothiazolo[3,2-a]pyrido[2,1-c]pyrazine-5,8-diium dibromide